C(C)N1C(OCC1)=O 3-ethyl-1,3-oxazolidin-2-one